(S)-1-Boc-2-aminomethyl-piperidine C(=O)(OC(C)(C)C)N1[C@@H](CCCC1)CN